CC=1C=C2C(=CN(C2=CC1)C1=C(C=CC2=CC=CC=C12)O)C1=CC=CC=C1 1-(5-Methyl-3-phenyl-1H-indol-1-yl)naphthalen-2-ol